(1S,3R)-3-acetamido-N-(4-iodo-5-methylpyridin-2-yl)cyclohexane-1-carboxamide C(C)(=O)N[C@H]1C[C@H](CCC1)C(=O)NC1=NC=C(C(=C1)I)C